COC=1C=C(C=CC1OC)C=1NC2=CC=C(C=C2C1CC)C1=NOC(=N1)[C@@H]1[C@@](CCC1)(N)C (1r,2s)-2-(3-(2-(3,4-dimethoxyphenyl)-3-ethyl-1H-indol-5-yl)-1,2,4-oxadiazol-5-yl)-1-methylcyclopentane-1-amine